C(#N)C=1C(=C(C=C2C(CC3(CC3)OC12)NS(=O)(=O)C(C)(C)C)F)C1=CC=NN1C N-(8-cyano-6-fluoro-7-(1-methyl-1H-pyrazol-5-yl)spiro[chroman-2,1'-cyclopropane]-4-yl)-2-methylpropane-2-sulfonamide